N1[C@@H](CCC1)CCNC(O[C@H]1[C@H](NC[C@@H]1O)CC1=CC=C(C=C1)F)=O (2R,3S,4S)-2-[(4-fluorophenyl)methyl]-4-hydroxypyrrolidin-3-yl N-{2-[(2S)-pyrrolidin-2-yl]ethyl}carbamate